ammonia tetrasulfate S(=O)(=O)(O)O.S(=O)(=O)(O)O.S(=O)(=O)(O)O.S(=O)(=O)(O)O.N